(R)-β-hydroxy-γ-butyrolactone O[C@@H]1CC(=O)OC1